FC=1C=CC(=NC1)C=1C(=C(C(=NC1C)COC)C(=O)N)O 5-(5-fluoropyridin-2-yl)-4-hydroxy-2-(methoxymethyl)-6-methylpyridine-3-carboxamide